3,10-bis[N-(dibenzofuran-4-yl)-N-phenylamino]-6,13-diphenylnaphtho[2,3-b:6,7-b']bisbenzofuran C1=CC=C(C=2OC3=C(C21)C=CC=C3)N(C3=CC=CC=C3)C3=CC2=C(C1=C(O2)C(=C2C=C4C(OC5=C4C=CC(=C5)N(C5=CC=CC4=C5OC5=C4C=CC=C5)C5=CC=CC=C5)=C(C2=C1)C1=CC=CC=C1)C1=CC=CC=C1)C=C3